hexahomomethionine S-oxide CS(=O)CCCCCCCCC(C(=O)O)N